(3S)-2-[1-(2,2-difluoroethyl)-3-methylazetidine-3-carbonyl]-3-(4-fluorophenyl)-1,2-oxazolidine FC(CN1CC(C1)(C(=O)N1OCC[C@H]1C1=CC=C(C=C1)F)C)F